1-methyl-2-isopropyl-benzene CC1=C(C=CC=C1)C(C)C